C[C@H]1CN(CC(C1)=O)C(=O)OC(C)(C)C tert-butyl (R)-3-methyl-5-oxopiperidine-1-carboxylate